4-cyclopentyl-2-[(1r,4r,5s)-5-{[5-cyclopropyl-3-(2,6-dichlorophenyl)-1,2-oxazol-4-yl]methoxy}-2-azabicyclo[2.2.1]heptan-2-yl]-1,3-benzothiazole-6-carboxylic acid C1(CCCC1)C1=CC(=CC2=C1N=C(S2)N2[C@H]1C[C@@H]([C@@H](C2)C1)OCC=1C(=NOC1C1CC1)C1=C(C=CC=C1Cl)Cl)C(=O)O